ClC1=CC=C(C=C1)C1=CC=2C(=CN=NC2CC=2C=NC=CC2)S1 2-(4-chlorophenyl)-4-(3-pyridylmethyl)-thieno[2,3-d]pyridazine